tert-butyl 1-((((2R,3S)-3-(((benzyloxy)carbonyl)amino)-4-methoxy-4-oxobutan-2-yl)oxy)methyl)cyclohexanecarboxylate C(C1=CC=CC=C1)OC(=O)N[C@@H]([C@@H](C)OCC1(CCCCC1)C(=O)OC(C)(C)C)C(=O)OC